4-(1-naphthyl)-2-(2-thienylmethyl)imidazole 3-((4,4-bis(octyloxy)butanoyl)oxy)-2-((((3-(diethylamino)propoxy)carbonyl)oxy)methyl)propyl-(9Z,12Z)-octadeca-9,12-dienoate C(CCCCCCC)OC(CCC(=O)OCC(COC(CCCCCCC\C=C/C\C=C/CCCCC)=O)COC(=O)OCCCN(CC)CC)OCCCCCCCC.C1(=CC=CC2=CC=CC=C12)C=1N=C(NC1)CC=1SC=CC1